C(C)[C@]1([C@H](NC([C@H]1F)=O)COC1=NC=CC2=CC(=C(C=C12)OC)C(=O)N)O 1-{[(2R,3R,4S)-3-ethyl-4-fluoro-3-hydroxy-5-oxopyrrolidin-2-yl]methoxy}-7-methoxyisoquinoline-6-carboxamide